Methacryloyloxyethyl-phosphocholine C(C(=C)C)(=O)OCCC(OP(=O)([O-])O)C[N+](C)(C)C